5-methyl-oxathiolane 2,2-dioxide CC1CCS(O1)(=O)=O